C(CCCCCCC\C=C/CCCCCCCC)(=O)N(CCS(=O)(=O)[O-])C.[Na+].[Na+].C(CCCCCCC\C=C/CCCCCCCC)(=O)N(CCS(=O)(=O)[O-])C disodium oleoylmethyltaurate